ClC1=C2C(=NC(=N1)Cl)N(N=C2)C2=C(C=NC=C2)F 4,6-dichloro-1-(3-fluoro-4-pyridyl)pyrazolo[3,4-d]pyrimidine